S(N)(=O)(=O)C1=CC=C(CC2=CN(C3=CC(=CC=C23)C(F)(F)F)C=2SC=C(N2)C(=O)O)C=C1 2-(3-(4-sulfamoylbenzyl)-6-(trifluoromethyl)-1H-indol-1-yl)thiazole-4-carboxylic acid